Cl.Cl.N1CCC(CC1)N1C(NC2=NC=C(C=C21)C2CCOCC2)=O 1-(4-Piperidyl)-6-tetrahydropyran-4-yl-3H-imidazo[4,5-b]pyridin-2-one, dihydrochloride